1-Ethoxy-3-methyl-1-oxobut-3-en-2-yl-5-[2-chloro-4-(trifluoromethyl)phenoxy]-2-Nitrobenzoate C(C)OC(C(C(=C)C)OC(C1=C(C=CC(=C1)OC1=C(C=C(C=C1)C(F)(F)F)Cl)[N+](=O)[O-])=O)=O